10-bromo-7,11-dichloro-9-fluoro-1,3,4,13,14,14a-hexahydro-2H-pyrazino[1',2':5,6][1,5]oxazocino[4,3,2-de]quinazoline BrC=1C(=C2C3=C(N=C(N=C3C1F)Cl)N1C(CCO2)CNCC1)Cl